isopropyl 2-(((R)-4-methyl-3-((R)-1,1,1-trifluoro-2-hydroxypropan-2-yl)-4,5-dihydroisoxazolo[5,4-c]pyrazolo[1,5-a]pyridin-8-yl)oxy)acetate C[C@@H]1C2=C(C=3N(C1)N=C(C3)OCC(=O)OC(C)C)ON=C2[C@@](C(F)(F)F)(C)O